(-)-2-(5-(((5-cyclopropyl-7-(3,3-difluorocyclopentyl)-5H-pyrrolo[3,2-d]pyrimidin-2-yl)thio)methyl)-2-fluorophenyl)acetic acid C1(CC1)N1C=C(C=2N=C(N=CC21)SCC=2C=CC(=C(C2)CC(=O)O)F)C2CC(CC2)(F)F